1-(4-bromophenyl)-3-(4-methoxyphenyl)propane-1,3-dione boron difluoride [B](F)F.BrC1=CC=C(C=C1)C(CC(=O)C1=CC=C(C=C1)OC)=O